2-[(4-tert-butyl-2-fluoro-5-methoxy-phenyl)methyl]-1,3-benzoxazole-5-carboxylic acid methyl ester COC(=O)C=1C=CC2=C(N=C(O2)CC2=C(C=C(C(=C2)OC)C(C)(C)C)F)C1